(6-Amino-4-methoxy-3',4,5',6'-tetrahydro-2'H-[3,4']bipyridinyl-1'-yl)-[4-methoxy-5-(1-methyl-cyclopropylmethoxy)-pyridin-2-yl]-methanone NC1=CC(C(C=N1)=C1CCN(CC1)C(=O)C1=NC=C(C(=C1)OC)OCC1(CC1)C)OC